Cl.FC1=NC=CC(=C1CO[C@@H]1NC[C@@H](C1)F)I 2-fluoro-3-(((2S,4R)-4-fluoropyrrolidin-2-yl)oxymethyl)-4-iodopyridine hydrochloride